C(C)(C)(C)OC(=O)N1C[C@H]([C@H](CC1)OC1CN(C1)C1=CC=CC=2N(C(N(C21)C)=O)C2C(NC(CC2)=O)=O)F (3R,4S)-4-[1-[1-(2,6-dioxo-3-piperidyl)-3-methyl-2-oxo-benzoimidazol-4-yl]azetidin-3-yl]oxy-3-fluoro-piperidine-1-carboxylic acid tert-butyl ester